trans-tert-butyl ((4-(hydroxymethyl)cyclohexyl)methyl)carbamate OC[C@@H]1CC[C@H](CC1)CNC(OC(C)(C)C)=O